COC1=CC=C(CN(S(=O)(=O)C=2C=NN(C2)C(COC2=NC=CC(=C2)C2=C(C(=CC(=C2)C#N)C(C)C)CC(=O)OC(C)(C)C)(C)C)CC2=CC=C(C=C2)OC)C=C1 tert-butyl 2-(2-(2-(2-(4-(N,N-bis(4-methoxybenzyl)sulfamoyl)-1H-pyrazol-1-yl)-2-methylpropoxy)pyridin-4-yl)-4-cyano-6-isopropylphenyl)acetate